O=C1OC2=C(N1CCNC(\C=C\C=1OC=CC1)=O)C=CC=C2 (E)-N-(2-(2-oxo-2,3-dihydro-1,3-benzoxazol-3-yl)ethyl)-3-(2-furyl)acrylamide